di-tert-butyl (trans-4-oxocyclohexane-1,2-diyl)dicarbamate O=C1C[C@H]([C@@H](CC1)NC(OC(C)(C)C)=O)NC(OC(C)(C)C)=O